FC(CCOC1=CC=CC(=N1)N)(F)F 6-(3,3,3-trifluoropropoxy)pyridin-2-amine